3-(2,2-difluoropropyl)azetidine FC(CC1CNC1)(C)F